ClC1CN(C1)C1=C(C=O)C=CC=C1 2-(3-chloroazetidin-1-yl)benzaldehyde